7-((1-(oxetan-3-yl)-1H-pyrazol-4-yl)amino)-3,4-dihydroisoquinolin-1(2H)-one O1CC(C1)N1N=CC(=C1)NC1=CC=C2CCNC(C2=C1)=O